(R)-N-((1H-Pyrrolo[3,2-c]pyridine-2-yl)methyl)-2-(5-((1-(2-(2-fluorophenyl)oxazol-4-yl)ethyl)amino)-6-oxo-2-(piperidin-1-yl)pyrimidin-1(6H)-yl)acetamide N1C(=CC=2C=NC=CC21)CNC(CN2C(=NC=C(C2=O)N[C@H](C)C=2N=C(OC2)C2=C(C=CC=C2)F)N2CCCCC2)=O